ClC1=C(C=NN1C)S(=O)(=O)N1C[C@H]([C@@H](CC1)C=1C(=CC=2N(C1)N=CN2)C)O |r| (rac)-trans-1-((5-chloro-1-methyl-1H-pyrazol-4-yl)sulfonyl)-4-(7-methyl-[1,2,4]triazolo[1,5-a]pyridin-6-yl)piperidin-3-ol